trimethyl-phenyl-boron CC1=C(C(=C(C=C1)[B])C)C